(2R,3S)-2-(3-(6-bromo-7-fluoro-1H-benzo[d]imidazol-1-yl)propyl)piperidin-3-ol dihydrochloride Cl.Cl.BrC=1C=CC2=C(N(C=N2)CCC[C@H]2NCCC[C@@H]2O)C1F